(S,E)-7-(Dimethylamino)-1-((6-fluoro-1-((7-fluoro-4-isobutyl-3H-imidazo[4,5-c]pyridin-2-yl)methyl)-2-oxo-1,2-dihydropyridin-3-yl)amino)-1,7-dioxohept-5-en-2-yl-dimethylcarbamat CN(C(/C=C/CC[C@H](C(=O)NC=1C(N(C(=CC1)F)CC1=NC2=C(C(=NC=C2F)CC(C)C)N1)=O)CN(C([O-])=O)C)=O)C